(S)-2,8-diazaspiro[4.5]decane-3,8-dicarboxylic acid 8-(tert-butyl) 3-ethyl ester C(C)OC(=O)[C@H]1NCC2(C1)CCN(CC2)C(=O)OC(C)(C)C